2,2,6,6-tetramethylpiperidine magnesium chloride [Cl-].[Mg+2].CC1(NC(CCC1)(C)C)C.[Cl-]